C12N(CCNC2C1)C1=CC2=C(N=C(N=C2)NC2=CC=C(C=C2)N2CCN(CC2)C)N(C1=O)C 6-(2,5-diazabicyclo[4.1.0]heptane-2-yl)-8-methyl-2-[4-(4-methylpiperazin-1-yl)anilino]pyrido[2,3-d]pyrimidin-7-one